{2-(5-(1-{[cyclopropyl-(2,4-dimethylphenyl)methyl]carbamoyl}cyclopropyl)-1H-indol-3-yl)ethoxy}phosphonic acid C1(CC1)C(C1=C(C=C(C=C1)C)C)NC(=O)C1(CC1)C=1C=C2C(=CNC2=CC1)CCOP(O)(O)=O